3-(hydroxymethyl)pyridine-4-carboxylic acid OCC=1C=NC=CC1C(=O)O